O1CC2(C3=C1C=CC=C3)COC3=C2C=CC=C3 (R)-2H,2'H-3,3'-spirobi[benzofuran]